C(C)(C)N1N=CC=C1CNCCCC(=O)OC(C)(C)C tert-butyl 4-(((1-isopropyl-1H-pyrazol-5-yl)methyl)amino)butanoate